(5-bromo-3-methyl-2-oxo-benzoimidazol-1-yl)-1-[(4-methoxyphenyl)methyl]Piperazine BrC1=CC2=C(N(C(N2C)=O)C2N(CCNC2)CC2=CC=C(C=C2)OC)C=C1